BrC1=CC=C(C=C1)C1=C(C(C2=CC=CC=C2)(C2=CC=CC=C2)SC(C2=C(C=CC=C2)C2=CC=C(C=C2)Br)(C2=CC=CC=C2)C2=CC=CC=C2)C=CC=C1 4-bromophenyltritylsulfide